ClC=1C=C2C(=C(N(C2=CC1)CC1CCOCC1)C)C(=O)N1CCC(CC1)(C(=O)OC)C1=CC=C(C=C1)F methyl 1-(5-chloro-2-methyl-1-((tetrahydro-2H-pyran-4-yl)methyl)-1H-indole-3-carbonyl)-4-(4-fluorophenyl)piperidine-4-carboxylate